C(#N)C=1C=C(C=CC1)C=1N=C(SC1)C1N(CCOC1)C(=O)N [4-(3-cyanophenyl)thiazol-2-yl]morpholine-4-carboxamide